4-(cyclopentylamino)-2-((3-hydroxy-2,3,4,5-tetrahydro-benzo[b][1,4]oxazepin-7-yl)amino)pyrimidine-5-carboxamide C1(CCCC1)NC1=NC(=NC=C1C(=O)N)NC1=CC2=C(OCC(CN2)O)C=C1